3-[3-(5-fluoro-2,4-dimethoxypyridin-3-yl)-1H-pyrrolo[2,3-b]pyridin-6-yl]-1-[2-(4-methylpiperazin-1-yl)ethyl]urea FC=1C(=C(C(=NC1)OC)C1=CNC2=NC(=CC=C21)NC(NCCN2CCN(CC2)C)=O)OC